C(C)OC1=C(C=CC=C1)C(C(=O)O)N1C[C@@H](CC1)OCCCCC1=NC=2NCCCC2C=C1 2-(2-ethoxyphenyl)-2-((R)-3-(4-(5,6,7,8-tetrahydro-1,8-naphthyridin-2-yl)butoxy)pyrrolidin-1-yl)acetic acid